N-((1-fluorocyclobutyl)methyl)-5-(2-methylimidazo[1,2-b]pyridazin-6-yl)-7H-pyrrolo[2,3-d]pyrimidin-2-amine FC1(CCC1)CNC=1N=CC2=C(N1)NC=C2C=2C=CC=1N(N2)C=C(N1)C